7-bromo-6-methoxyquinazoline-2,4(1H,3H)-dione BrC1=C(C=C2C(NC(NC2=C1)=O)=O)OC